C(C)OC(=O)C=1C=2CC[C@@H](C2C=CC1)N[S@@](=O)C(C)(C)C.NC=1SC(=C(C1C(=O)C1=CC(=CC=C1)Cl)C)C (2-amino-4,5-dimethylthiophen-3-yl)(3-chlorophenyl)methanone Ethyl-(S)-1-(((S)-tert-butylsulfinyl)amino)-2,3-dihydro-1H-indene-4-carboxylate